BrC=1C=C(C=CC1)C1=C(C(C(=C1C1=CC=CC=C1)C1=CC=CC=C1)=O)C1=CC=CC=C1 3-(3-bromophenyl)-2,4,5-triphenyl-2,4-cyclopentadien-1-one